(R)-β-hydroxy-γ-butanoic acid O[C@H](CC)C(=O)O